C(N1C=NC2=C1C=CC=C2)([2H])([2H])[2H] 1-(methyl-d3)-1H-benzo[d]imidazole